BrC1=CC(=C(C(=O)N(CC)CC)C=C1)Cl 4-bromo-2-chloro-N,N-diethylbenzamide